tert-butyl 4-((2-amino-4-bromophenyl)ethynyl)piperidine-1-carboxylate NC1=C(C=CC(=C1)Br)C#CC1CCN(CC1)C(=O)OC(C)(C)C